hexyl-D-galacturonic acid C(CCCCC)C(=O)[C@H](O)[C@@H](O)[C@@H](O)[C@H](O)C(=O)O